C(C)C12CCC(CC1)CC2 1-ethylbicyclo[2.2.2]octane